N-2-ethyl-hexyl-itaconimide CCN1C(C(=CCCCCCC)CC1=O)=O